CN1C(N(C2=C1C(=CC=C2)\C=C\[C@@H](C)OC2CCNCC2)C2C(NC(CC2)=O)=O)=O 3-(3-Methyl-2-oxo-4-((R,E)-3-(piperidin-4-yloxy)but-1-en-1-yl)-2,3-dihydro-1H-benzo[d]imidazol-1-yl)piperidine-2,6-dione